CN1CC=2C=C(C=NC2CC1)NC=1N=CC2=C(N1)CN(CC2)C=2C=NC=CC2C N-(6-methyl-5,6,7,8-tetrahydro-1,6-naphthyridin-3-yl)-7-(4-methylpyridin-3-yl)-5,6,7,8-tetrahydropyrido[3,4-d]pyrimidin-2-amine